N-(4-((7-(3-bromopropoxy)-6-methoxyquinolin-4-yl)oxy)-3-fluorophenyl)-5-(4-fluorophenyl)-6-oxo-2,3,5,6-tetrahydrofuro[3,2-c]pyridine-7-carboxamide BrCCCOC1=C(C=C2C(=CC=NC2=C1)OC1=C(C=C(C=C1)NC(=O)C1=C2C(=CN(C1=O)C1=CC=C(C=C1)F)CCO2)F)OC